S=C1NC(C2=C(N1CC1=C(C=NC=C1)[C@@H]1NCC[C@@H](C1)C(F)(F)F)C=CN2)=O 2-Thioxo-1-((3-((2R,4S)-4-(trifluoromethyl)piperidin-2-yl)pyridin-4-yl)methyl)-1,2,3,5-tetrahydro-4H-pyrrolo[3,2-d]pyrimidin-4-one